[3-(4-aminocinnolin-7-yl)-4-(1H-1,2,4-triazol-1-yl)phenyl]boronic acid Formic acid salt C(=O)O.NC1=CN=NC2=CC(=CC=C12)C=1C=C(C=CC1N1N=CN=C1)B(O)O